5-(4-amino-5-(trifluoromethyl)pyrrolo[2,1-f][1,2,4]triazin-7-yl)-2-methoxy-6-methylnicotinic acid, sodium salt [Na+].NC1=NC=NN2C1=C(C=C2C=2C(=NC(=C(C(=O)[O-])C2)OC)C)C(F)(F)F